2-(2-chlorophenyl)-N-(4-{[4-chloro(2H4)phenyl]oxy}-3-sulfamylphenyl)acetamide ClC1=C(C=CC=C1)CC(=O)NC1=CC(=C(C=C1)OC1=C(C(=C(C(=C1[2H])[2H])Cl)[2H])[2H])S(N)(=O)=O